NC1=C(C=CC(=C1)OC(F)(F)F)C(=O)N1CCC(CC1)C1=C2C(=NC=C1)NC(=N2)C2CCOCCC2 [2-amino-4-(trifluoromethoxy)phenyl]-[4-[2-[oxepan-4-yl]-3H-imidazo[4,5-b]pyridin-7-yl]-1-piperidyl]methanone